niobium(V) chloride [Cl-].[Nb+5].[Cl-].[Cl-].[Cl-].[Cl-]